1,4-dibenzylpiperazine-2-carboxylic acid methyl ester COC(=O)C1N(CCN(C1)CC1=CC=CC=C1)CC1=CC=CC=C1